4,4-difluoro-1-(3-fluoro-5-nitrophenyl)piperidine magnesium cyclohexane-1,2-dicarboxylate salt C1(C(CCCC1)C(=O)[O-])C(=O)[O-].[Mg+2].FC1(CCN(CC1)C1=CC(=CC(=C1)[N+](=O)[O-])F)F